FC(S(=O)(=O)OC=1C[C@@H]2[C@@H](CN(C2)C(=O)OC(C)(C)C)C1)(F)F racemic-(cis)-tert-butyl 5-(((trifluoromethyl)sulfonyl)oxy)-3,3a,4,6a-tetrahydrocyclopenta[c]pyrrole-2(1H)-carboxylate